2-((7-isopropyl-1-oxaspiro[4.5]dec-2-yl)oxy)ethan-1-ol C(C)(C)C1CC2(CCC(O2)OCCO)CCC1